6-(5-fluoro-2-((5-((4-(methanesulfonyl)piperazine-1-yl)methyl)pyridine-2-yl)amino)pyrimidine-4-yl)-N,N-dimethylbenzothiazole-2-amine FC=1C(=NC(=NC1)NC1=NC=C(C=C1)CN1CCN(CC1)S(=O)(=O)C)C1=CC2=C(N=C(S2)N(C)C)C=C1